C(C=C)C=1C=C(C(=C(C1)C1=C(C=CC(=C1)CC=C)O)O)C=CC(=O)C1=C(C=CC=C1)C 3-(5,5'-diallyl-2,2'-dihydroxy-[1,1'-biphenyl]-3-yl)-1-(2-methylphenyl)prop-2-en-1-one